2-(chloromethyl)-7-cyclopropyl-[1,2,4]Triazolo[1,5-a]Pyridine hydrochloride Cl.ClCC1=NN2C(C=C(C=C2)C2CC2)=N1